C(#N)[C@H](C[C@H]1C(NCCC1)=O)NC(=O)[C@H]1N(C2CCC1CC2)C(=O)C=2NC1=CC=CC(=C1C2)OC (S)-N-((S)-1-Cyano-2-((S)-2-oxopiperidin-3-yl)ethyl)-2-(4-methoxy-1H-indole-2-carbonyl)-2-azabicyclo[2.2.2]octane-3-carboxamide